COC=1C=C(C=CC1NCC#CC=1N(C2=CC=CC(=C2C1)NC1CCC(CC1)N1CC2(COC2)C1)CC(F)(F)F)S(=O)(=O)NC(C)=O N-(3-methoxy-4-{[3-(4-{[(1S,4S)-4-{2-oxa-6-azaspiro[3.3]heptan-6-yl}cyclohexyl]amino}-1-(2,2,2-trifluoroethyl)-1H-indol-2-yl)prop-2-yn-1-yl]amino}benzenesulfonyl)acetamide